4-butyl-3-[(2-chloro-6-fluorophenyl)methyl]-4,5-dihydro-1,2,4-oxadiazol C(CCC)N1C(=NOC1)CC1=C(C=CC=C1F)Cl